3-((4,4-difluorocyclohexyl)oxy)-5-((7-(2,4-dimethoxypyrimidin-5-yl)-3-(hydroxyaminocarbonyl)quinolin-4-yl)amino)benzoic acid FC1(CCC(CC1)OC=1C=C(C(=O)O)C=C(C1)NC1=C(C=NC2=CC(=CC=C12)C=1C(=NC(=NC1)OC)OC)C(=O)NO)F